2-(1-(((2,6-diisopropylphenyl)carbonyl)methyl)cyclohexyl)acrylic acid C(C)(C)C1=C(C(=CC=C1)C(C)C)C(=O)CC1(CCCCC1)C(C(=O)O)=C